2-[(4,4-diethyl-2-imino-6-oxo-hexahydropyrimidin-1-yl)methyl]-N-[(1S,2S)-2-hydroxy-2-methyl-indan-1-yl]-3-methyl-cyclopropanecarboxamide C(C)C1(NC(N(C(C1)=O)CC1C(C1C)C(=O)N[C@@H]1[C@@](CC2=CC=CC=C12)(C)O)=N)CC